C1(CC1)NC1=CC(=NC=C1C(=O)NC1=C(C=CC=C1C)C)NC1=CC=C(C=C1)CN1CCOCC1 4-(cyclopropylamino)-N-(2,6-dimethylphenyl)-2-((4-(morpholinomethyl)phenyl)amino)pyridine-5-carboxamide